3-(pyrimidin-5-ylamino)-4-(((5-(5-(trifluoromethyl)-1,2,4-oxadiazol-3-yl)pyridin-2-yl)methyl)amino)cyclobut-3-ene-1,2-dione N1=CN=CC(=C1)NC=1C(C(C1NCC1=NC=C(C=C1)C1=NOC(=N1)C(F)(F)F)=O)=O